tert-butyl (3-(8-((6-(4-((2-acetamidoethyl)carbamoyl)piperidin-1-yl)pyridin-3-yl)carbamoyl)-2-amino-N-propyl-3H-benzo[b]azepine-4-carboxamido)propyl)carbamate C(C)(=O)NCCNC(=O)C1CCN(CC1)C1=CC=C(C=N1)NC(=O)C=1C=CC2=C(N=C(CC(=C2)C(=O)N(CCC)CCCNC(OC(C)(C)C)=O)N)C1